(4-(4-(benzo[d]thiazol-5-ylamino)quinolin-6-yl)-3-fluorophenyl)(4-hydroxypiperidin-1-yl)methanone S1C=NC2=C1C=CC(=C2)NC2=CC=NC1=CC=C(C=C21)C2=C(C=C(C=C2)C(=O)N2CCC(CC2)O)F